1,1',1'',1'''-([1,1'-biphenyl]-3,3',5,5'-tetrayl)tetrakis(N-(pyridin-3-ylmethyl)methanamine) C1(=CC(=CC(=C1)CNCC=1C=NC=CC1)CNCC=1C=NC=CC1)C1=CC(=CC(=C1)CNCC=1C=NC=CC1)CNCC=1C=NC=CC1